[Co]=[Te].[Mo] Molybdenum cobalt telluride